C(C=C)(=O)OCCC 3-propane-2-enoyl-oxypropane